N-(2-(1-(6,6-dimethyl-7-oxo-7,8-dihydro-6H-pyrimido[5,4-b][1,4]oxazin-4-yl)-4-methylpiperidin-4-yl)ethyl)sulfamide hydrochloride Cl.CC1(C(NC2=C(O1)C(=NC=N2)N2CCC(CC2)(C)CCNS(=O)(=O)N)=O)C